CC1(C(C=CC=C1)C)C 1,1,2-trimethylbenzene